(2-Chloro-3-(trifluoromethyl)benzyl)-N2-(thiazol-2-yl)pyrrolidine-1,2-dicarboxamide ClC1=C(CC2(N(CCC2)C(=O)N)C(=O)NC=2SC=CN2)C=CC=C1C(F)(F)F